N(=[N+]=[N-])CC1=C(C2=C(N=CO2)C(=C1)C=1C=NC(=CC1)OC(F)(F)F)C(=O)OCC Ethyl 6-(azidomethyl)-4-(6-(trifluoromethoxy)pyridin-3-yl)benzo[d]oxazole-7-carboxylate